COC(=O)NC1=NC=CC(=C1)C1=NC=C(C(=C1)C(F)(F)F)OCC(C=C(C)C)(C)NC(OC(C)(C)C)=O tert-butyl (1-((2'-((methoxycarbonyl)amino)-4-(trifluoromethyl)-[2,4'-bipyridyl]-5-yl)oxy)-2,4-Dimethylpent-3-en-2-yl)carbamate